7-Bromo-5-chloro-2-(4-methoxyphenyl)[1,2,4]triazolo[1,5-c]quinazoline BrC1=CC=CC=2C=3N(C(=NC12)Cl)N=C(N3)C3=CC=C(C=C3)OC